3-(dimethylamino)propanoic anhydride CN(CCC(=O)OC(CCN(C)C)=O)C